C(C1=CC=CC=C1)(=O)C=1N2CCCC2=CC1 (+/-)-5-benzoyl-2,3-dihydro-1H-pyrrolizine